1-[3-Bromo-4-(methoxymethoxy)phenyl]sulfonyl-4-phenyl-piperidine BrC=1C=C(C=CC1OCOC)S(=O)(=O)N1CCC(CC1)C1=CC=CC=C1